C(CCCCCCCCCCCCCCC)CCCCCCCCCCCCCCCCCCC(C(=O)[O-])(CC(=O)[O-])S(=O)(=O)O.[Na+].N[C@@H](CCC(=O)[O-])C(=O)OC(CCCCCCC)=O.[Na+].[Na+] disodium octanoyl glutamate sodium cetylstearyl-sulfosuccinate